C1(=CC=CC=C1)C1=C(C(=O)OCC)C(=CC=N1)C1=CC=CC=C1 ethyl 2,4-diphenylnicotinate